1-(1-chloroisoquinolin-4-yl)-N-methyl-methylamine ClC1=NC=C(C2=CC=CC=C12)CNC